2-phenyl-4,5-dimethylolimidazole C1(=CC=CC=C1)C=1NC(=C(N1)CO)CO